ethyl 2-(4,7-dimethyl-6-(6-morpholinopyridin-3-yl)-2H-indazol-2-yl)-2-((R)-6-fluoro-6,7-dihydro-5H-pyrrolo[1,2-c]imidazol-1-yl)acetate CC=1C2=CN(N=C2C(=C(C1)C=1C=NC(=CC1)N1CCOCC1)C)C(C(=O)OCC)C1=C2N(C=N1)C[C@@H](C2)F